CN1N=CC(=C1C1CCN(CC1)C1=CC(=C(C(=N1)C(F)(F)F)C#C[Si](C)(C)C)N1CC(C1)N1CCN(CC1)C(=O)OC(C)(C)C)C tert-butyl 4-(1-(6-(4-(1,4-dimethyl-1H-pyrazol-5-yl)piperidin-1-yl)-2-(trifluoromethyl)-3-((trimethylsilyl)ethynyl)pyridin-4-yl)azetidin-3-yl)piperazine-1-carboxylate